1-((4H-1,2,4-triazol-3-yl)methyl)-3-(3-chloro-4-fluorophenyl)-1-(1-(1-oxo-1,2-dihydroisoquinolin-4-yl)ethyl)urea N=1N=C(NC1)CN(C(=O)NC1=CC(=C(C=C1)F)Cl)C(C)C1=CNC(C2=CC=CC=C12)=O